5-(4-(trifluoromethoxy)phenyl)-1,3,4-thiadiazole-2-carboxylic acid ethyl ester C(C)OC(=O)C=1SC(=NN1)C1=CC=C(C=C1)OC(F)(F)F